Ethyl 1-(3-chloropyridin-2-yl)-3-(thietan-3-yloxy)-1H-pyrazole-5-carboxylate ClC=1C(=NC=CC1)N1N=C(C=C1C(=O)OCC)OC1CSC1